(S)-(+)-dimethylindenyl maleate C(\C=C/C(=O)[O-])(=O)O[C@H]1C(=C(C2=CC=CC=C12)C)C